4-(4-(4-chlorophenyl) piperazin-1-yl)-2-methoxyquinazoline-7-acetate ClC1=CC=C(C=C1)N1CCN(CC1)C1=NC(=NC2=CC(=CC=C12)CC(=O)[O-])OC